CC(C)(C1=CC(=C(C=C1)O)Br)C2=CC(=C(C=C2)O)Br dibromobisphenol a